C(C1=CC=CC=C1)OC=1C=C2CCN(C(C2=CC1)C1=CC=C(C=C1)O)C1=CC=CC=C1 4-(6-benzyloxy-2-phenyl-3,4-dihydro-1H-isoquinolin-1-yl)phenol